C(C)C1=C(C=CC(=C1)N1CC(CC1)N1CCOCC1)NC1=NC=C(C(=N1)C1=CC=2S(CCOCC2S1)(=O)=O)C(F)(F)F 7-(2-((2-ethyl-4-(3-morpholinopyrrolidin-1-yl)phenyl)amino)-5-(trifluoromethyl)pyrimidin-4-yl)-2,3-dihydro-5H-thieno[3,2-e][1,4]oxathiepine 1,1-dioxide